C(C)C(CCO)(CCCC)O ethylbutyl-1,3-propylene glycol